5-(cinnolin-6-yl)-4-methoxy-N-(1,4-dioxaspiro[4.5]decan-8-yl)-7H-pyrrolo[2,3-d]pyrimidin-2-amine N1=NC=CC2=CC(=CC=C12)C1=CNC=2N=C(N=C(C21)OC)NC2CCC1(OCCO1)CC2